BrC1=NC=NN1C1CC1 5-bromo-1-cyclopropyl-1,2,4-triazole